(3R)-3-(bromomethyl)pyrrolidine-1-carboxylic acid tert-butyl ester C(C)(C)(C)OC(=O)N1C[C@@H](CC1)CBr